C(C)N(C=N)C N-ethyl-N-methyl-formimidamid